(3R)-3-(5-(1'-(4-((3-(2,6-dioxopiperidin-3-yl)-1-methyl-1H-indazol-6-yl)oxy)-benzyl)-[4,4'-bipiperidin]-1-yl)-1,3-dioxoisoindolin-2-yl)-3-(3-ethoxy-4-methoxyphenyl)-propanenitrile O=C1NC(CCC1C1=NN(C2=CC(=CC=C12)OC1=CC=C(CN2CCC(CC2)C2CCN(CC2)C=2C=C3C(N(C(C3=CC2)=O)[C@H](CC#N)C2=CC(=C(C=C2)OC)OCC)=O)C=C1)C)=O